FC1=CC(=CC2=C1N=C(S2)C2CCNCC2)C=2C=C(C=1N(N2)C=C(N1)C)C(=O)N 6-[4-Fluoro-2-(piperidin-4-yl)-1,3-benzothiazol-6-yl]-2-methylimidazo[1,2-b]pyridazin-8-carboxamid